[F-].C(C=C)C=1OC=CN(C1)C 2-allyl-4-methyl-4H-1,4-oxazine fluoride